N-(2-cyano-1H-pyrrolo[3,2-c]pyridin-6-yl)-1-methyl-1H-pyrazole-4-carboxamide C(#N)C1=CC=2C=NC(=CC2N1)NC(=O)C=1C=NN(C1)C